C1(=CC=CC=C1)NC1=CC=C(C=C1)C1=CC=C(C=C1)C1=CC2=C(N=C(O2)C2=CC=CC=C2)C=C1 N-phenyl-N-{4'-(2-phenyl-benzooxazole-6-yl)-[1,1']biphenyl-4-yl}-amine